C([C@@H](O)CC(=O)O)(=O)O.N1C=CC=C1 1H-pyrrole L-malate salt